1-(4-fluorophenyl)-5-methoxy-indole-3-carbonitrile FC1=CC=C(C=C1)N1C=C(C2=CC(=CC=C12)OC)C#N